5-(2-methoxybenzyl)-7-(piperidin-4-yl)pyrido[2,3-b]pyrazin-6(5H)-one COC1=C(CN2C(C(=CC=3C2=NC=CN3)C3CCNCC3)=O)C=CC=C1